N-(camphanesulfonyloxy)succinimide 2,4-Difluoro-9-(4-((1-(3-fluoropropyl)azetidin-3-yl)methyl)phenyl)-6,7-dihydro-5H-benzo[7]annulen-3-yl-pivalate FC=1C(=C(C2=C(C(=CCCC2)C2=CC=C(C=C2)CC2CN(C2)CCCF)C1)F)CC(C(=O)O)(C)C.C12(C(CC(CC1)C2(C)C)S(=O)(=O)ON2C(CCC2=O)=O)C